C1(CC1)N1N=C2C(=C1C1=CC(=CC=C1)F)C[C@H]1CCC[C@@H]2N1C(=O)C=1C=C2C=CC=NC2=CC1 |r| racemic-((5R,9S)-2-Cyclopropyl-3-(3-fluorophenyl)-4,5,6,7,8,9-hexahydro-2H-5,9-epiminocycloocta[c]pyrazol-10-yl)(quinolin-6-yl)methanone